2,3,5-trifluoro-4-hydroxy-N-[(4-{4-[2-(piperazin-1-yl)pyrimidin-4-yl]-1,3-thiazol-2-yl}bicyclo[2.2.2]octan-1-yl)methyl]benzamide, hydrochloride salt Cl.FC1=C(C(=O)NCC23CCC(CC2)(CC3)C=3SC=C(N3)C3=NC(=NC=C3)N3CCNCC3)C=C(C(=C1F)O)F